(methoxymethyl)pyrrolidine hydrogen chloride Cl.COCN1CCCC1